2-hexyl-Sn-glycero-3-phosphoethanolamine C(CCCCC)O[C@H](CO)COP(=O)(O)OCCN